3-(isoquinolin-4-yl)-5-methylthieno[2,3-d]pyrimidine-2,4(1H,3H)-dione C1=NC=C(C2=CC=CC=C12)N1C(NC2=C(C1=O)C(=CS2)C)=O